(1-(4-((dimethylamino)methyl)-2-fluorophenyl)-2-methyl-1H-imidazol-4-yl)-N-(1-(methylsulfonyl)piperidin-4-yl)-5-(trifluoromethyl)pyrimidin-2-amine CN(C)CC1=CC(=C(C=C1)N1C(=NC(=C1)C1=NC(=NC=C1C(F)(F)F)NC1CCN(CC1)S(=O)(=O)C)C)F